OC1=C(C(=CC(=C1[C@@H]1O[C@@H]([C@H]([C@@H]([C@H]1O)O)O)CO)O)O)C(CCC)=O 1-(2,4,6-trihydroxy-3-((2S,3R,4R,5S,6R)-3,4,5-trihydroxy-6-(hydroxymethyl)tetrahydro-2H-pyran-2-yl)phenyl)butan-1-on